(S)-8-((1-methoxypropan-2-yl)amino)-2-(methylsulfanyl)pyrido[3,4-d]pyrimidine-6-carbonitrile COC[C@H](C)NC1=NC(=CC2=C1N=C(N=C2)SC)C#N